5-(3,5-dihydroxybenzylidene)-1-methyl-3-(2-morpholinoethyl)-2-selenoxoimidazolidin-4-one OC=1C=C(C=C2C(N(C(N2C)=[Se])CCN2CCOCC2)=O)C=C(C1)O